3-methoxymethyl-3-{5-[4-(6-methylbenzothiazol-2-yl)piperidine-1-carbonyl]pyridin-2-yl}pyrrolidine-2,5-dione COCC1(C(NC(C1)=O)=O)C1=NC=C(C=C1)C(=O)N1CCC(CC1)C=1SC2=C(N1)C=CC(=C2)C